FC=1C=C2N(CCN(C2=CC1)C(CCN1C=NC=C1)=O)C1=CC=C(C=C1)F 1-(6-fluoro-4-(4-fluorophenyl)-3,4-dihydroquinoxalin-1(2H)-yl)-3-(1H-imidazol-1-yl)propan-1-on